ISOTHIAZOLIDINONE C1CSNC1=O